3-((1R,3R)-1-(2,6-difluoro-4-(((S)-1-(3-fluoropropyl)pyrrolidin-3-yl)amino)phenyl)-7-fluoro-3-methyl-1,3,4,9-tetrahydro-2H-pyrido[3,4-b]indol-2-yl)-2,2-difluoropropan-1-ol FC1=C(C(=CC(=C1)N[C@@H]1CN(CC1)CCCF)F)[C@H]1N([C@@H](CC2=C1NC1=CC(=CC=C21)F)C)CC(CO)(F)F